4-(dibenzylamino)butan-1-ol C(C1=CC=CC=C1)N(CCCCO)CC1=CC=CC=C1